1-N-(4-(tert-butyl)-3-ethylphenyl)cyclohexane-1,4-diamine C(C)(C)(C)C1=C(C=C(C=C1)NC1CCC(CC1)N)CC